FC=1C(=C(C=CC1F)C1C(OC(C1C)C(C)C)C(=O)[O-])OC 3-(3,4-difluoro-2-methoxy-phenyl)-5-isopropyl-4-methyl-tetrahydrofuran-2-carboxylate